ClC=1C(=C(C(=C(C1)OC1CC1)C#N)C1=C(C=NN1C)C1=CC=C2C(NN=C(C2=C1)C(=O)O)=O)F (M)-7-(5-(3-chloro-6-cyano-5-cyclopropoxy-2-fluorophenyl)-1-methyl-1H-pyrazol-4-yl)-4-oxo-3,4-dihydrophthalazine-1-carboxylic acid